N-(3-((5-((3S,4S)-4-amino-3-methyl-2-oxa-8-azaspiro[4.5]decan-8-yl)-6-oxo-1,6-dihydropyrazin-2-yl)thio)-2-chlorophenyl)-2-hydroxy-4-oxo-4H-pyrido[1,2-a]pyrimidine-3-carboxamide N[C@@H]1[C@@H](OCC12CCN(CC2)C2=NC=C(NC2=O)SC=2C(=C(C=CC2)NC(=O)C2=C(N=C1N(C2=O)C=CC=C1)O)Cl)C